FC(C(=O)O)(F)F.NCCN(C1=C(C=C(C=C1)NC1=NC=2N(C(=N1)NC1CC1)N=CC2C#N)CS(=O)(=O)C)C 2-((4-((2-aminoethyl)(methyl)amino)-3-((methylsulfonyl)methyl)phenyl)amino)-4-(cyclopropylamino)pyrazolo[1,5-a][1,3,5]triazine-8-carbonitrile monotrifluoroacetic acid salt